FC(C1=C(C=CC=C1)NC(=S)N)(F)F N-[2-(trifluoromethyl)phenyl]thiourea